N-[1-[5-(3-cyano-6-ethoxy-pyrazolo[1,5-a]pyridin-4-yl)-2-pyridyl]-4-(2-hydroxyethoxymethyl)-4-piperidyl]-2,5-difluoro-benzamide C(#N)C=1C=NN2C1C(=CC(=C2)OCC)C=2C=CC(=NC2)N2CCC(CC2)(COCCO)NC(C2=C(C=CC(=C2)F)F)=O